C(C)N(CCNC(=O)C=1C(=C(NC1C)\C=C\1/C(N(C2=CC=C(C=C12)F)C(CCCNC(OC(C)(C)C)=O)=O)=O)C)CC tert-butyl (Z)-(4-(3-((4-((2-(diethylamino)ethyl)carbamoyl)-3,5-dimethyl-1H-pyrrol-2-yl)methylene)-5-fluoro-2-oxoindolin-1-yl)-4-oxobutyl)carbamate